2-(2-(Bicyclo[4.2.0]oct-1(6),2,4,7-tetraen-3-yl)-6-isopropyl-5,8-dioxo-5,6,7,8-tetrahydro-4H-pyrazolo[1,5-a]pyrrolo[3,4-d]pyrimidin-4-yl)-N-(5-fluoropyridin-2-yl)acetamide C1=2C=C(C=CC2C=C1)C1=NN2C(N(C3=C(C2=O)CN(C3=O)C(C)C)CC(=O)NC3=NC=C(C=C3)F)=C1